Cl.N1CC(C1)[C@@H]1CN(CCC1)C1CC(C1)(C(=O)O)C trans-3-((R)-3-(azetidin-3-yl)piperidin-1-yl)-1-methylcyclobutane-1-carboxylic acid hydrochloride salt